C1(=CC=CC=C1)C1=CC=2C(=NC=C(C2)NS(=O)(=O)C=2C=NNC2)N1 N-(2-phenyl-1H-pyrrolo[2,3-b]pyridin-5-yl)-1H-pyrazole-4-sulfonamide